methyl-1-(3-bromo-7-methyl-2-(3-methylisoxazol-4-yl)quinolin-5-yl)ethan-1-ol CC(C)(O)C1=C2C=C(C(=NC2=CC(=C1)C)C=1C(=NOC1)C)Br